tert-butyl N-({[4-(3-bromophenyl)-1,3-thiazol-2-yl]carbamoyl}methyl)carbamate BrC=1C=C(C=CC1)C=1N=C(SC1)NC(=O)CNC(OC(C)(C)C)=O